(3aS,7aR)-1-(4-chlorophenyl)-2,3,3a,4,5,6,7,7a-octahydropyrrolo[3,2-c]pyridine ClC1=CC=C(C=C1)N1CC[C@H]2CNCC[C@H]21